methyl (S)-4-(4-((2S,4S)-2-((difluoromethoxy)methyl)-4-(4-(trifluoromethyl)phenoxy)pyrrolidin-1-yl)benzoylamino)-4-(4-(ethylsulfonyl)phenyl)butyrate FC(OC[C@H]1N(C[C@H](C1)OC1=CC=C(C=C1)C(F)(F)F)C1=CC=C(C(=O)N[C@@H](CCC(=O)OC)C2=CC=C(C=C2)S(=O)(=O)CC)C=C1)F